COC1=C(C(=O)O)C=C(C=C1)OC1=CC=C(C=C1)C(F)(F)F 2-Methoxy-5-(4-(trifluoromethyl)phenoxy)benzoic acid